2-fluoroheptanedioic acid FC(C(=O)O)CCCCC(=O)O